(1R,5S)-N-((3-CHLORO-5-CYANO-4-(((R)-4-(3-FLUOROAZETIDIN-1-YL)-1-((4-FLUOROPHENYL)THIO)BUTAN-2-YL)AMINO)PHENYL)SULFONYL)-2,6-DIOXABICYCLO[3.2.1]OCTANE-1-CARBOXAMIDE ClC=1C=C(C=C(C1N[C@@H](CSC1=CC=C(C=C1)F)CCN1CC(C1)F)C#N)S(=O)(=O)NC(=O)[C@]12OCC[C@H](OC1)C2